OC1=C(C=C(\C=C\2/CCCN3C2=NC2=C(C3=O)C=NN2C)C=C1OC)OC (E)-9-(4-hydroxy-3,5-dimethoxy-benzylidene)-1-methyl-6,7,8,9-tetrahydropyrazolo[3,4-d]pyrido[1,2-a]pyrimidine-4(1H)-one